NC1=NC=NC=2N(C3=CC=C(C=C3C21)C(F)(F)F)CC(=O)N2[C@@H](C[C@H](C2)F)C(=O)NCC2=C(C(=CC=C2)Cl)F (2S,4R)-1-(2-(4-amino-6-(trifluoromethyl)-9H-pyrimido[4,5-b]indol-9-yl)acetyl)-N-(3-chloro-2-fluorobenzyl)-4-fluoropyrrolidine-2-carboxamide